The molecule is a 20-oxo steroid, a 3-oxo-Delta(4) steroid, a chlorinated steroid, a steroid ester and an acetate ester. It has a role as an androgen antagonist and a progestin. It derives from a cyproterone. CC(=O)[C@]1(CC[C@@H]2[C@@]1(CC[C@H]3[C@H]2C=C(C4=CC(=O)[C@@H]5C[C@@H]5[C@]34C)Cl)C)OC(=O)C